OC=1C=C(C=CC1OC)CCCN[C@@H](CC(O)=O)C(=O)N[C@@H](CC1=CC=CC=C1)C(=O)O N-[N-[3-(3-hydroxy-4-methoxyphenyl)propyl]-α-aspartyl]-L-phenylalanine